C1(=CC(=CC=C1)C=1N=C2SC3=C(N2C1)C=CC(=C3)C(=O)O)C 2-(m-tolyl)benzo[d]imidazo[2,1-b]thiazole-7-carboxylic acid